COC([C@@H]1N(CCC1)CC#CCC)=O pent-2-yne-1-yl-D-proline methyl ester